NCC1=NNC(C2=CC=C(C=C12)C1=CN=C2N1C=C(C=C2)Cl)=O 4-(aminomethyl)-6-(6-chloroimidazo[1,2-a]pyridin-3-yl)phthalazin-1(2H)-one